NC1=CC(=NC(=C1[N+](=O)[O-])N(CC1=CC=C(C=C1)OC)CC1=CC=C(C=C1)OC)N1CCC2(CC1)[C@@H](C1=CC=CC=C1C2)CC(C)(S(=O)N)C ((S)-1'-(4-amino-6-(bis(4-methoxybenzyl)amino)-5-nitropyridin-2-yl)-1,3-dihydrospiro[inden-2,4'-piperidin]-1-yl)-2-methylpropan-2-sulfinamide